N-methyl-3-(3-(imidazo[1,5-a]pyridin-5-yl)ureido)benzamide CNC(C1=CC(=CC=C1)NC(=O)NC1=CC=CC=2N1C=NC2)=O